(3-amino-4-bromophenyl)methanol NC=1C=C(C=CC1Br)CO